3-methylcyclopent-1,3-diene-1-carboxylic acid CC=1C=C(CC1)C(=O)O